O=C1N(CC=2C=C3C(=CC12)OCC31CCN(CC1)CC1=CC(=CC=C1)OC(C(F)(F)F)C)C1C(NC(CC1)=O)=O 3-(7-oxo-1'-(3-((1,1,1-trifluoropropan-2-yl)oxy)benzyl)-5,7-dihydro-2H,6H-spiro[furo[2,3-f]isoindole-3,4'-piperidin]-6-yl)piperidine-2,6-dione